COC(C(=O)OCOC1=C2N(N=CC1=O)[C@H]([C@@H]1N(C2=O)CCC1)[C@H](C1=CC=CC=C1)C1=C(C(=CC=C1)F)F)(C)C (((9aR,10S)-10-((R)-(2,3-difluorophenyl)(phenyl)methyl)-3,5-dioxo-3,5,8,9,9a,10-hexahydro-7H-pyrrolo[1',2':4,5]pyrazino[1,2-b]pyridazin-4-yl)oxy)methyl 2-methoxy-2-methylpropanoate